2,2-dibutyl-6-[3-(pyridin-3-yl)-1,2,4-oxadiazol-5-yl]-3,4-dihydro-2H-1-benzopyran-4-one C(CCC)C1(OC2=C(C(C1)=O)C=C(C=C2)C2=NC(=NO2)C=2C=NC=CC2)CCCC